CNC(=O)C1=NNC2=CC(=CC=C12)N1CC(OCC1)C(NC1CC(CCC1)C1=CC=CC=C1)=O N-methyl-6-{2-[(3-phenylcyclohexyl)carbamoyl]morpholin-4-yl}-1H-indazole-3-carboxamide